P(=O)(OC(=C)C1=CC2C(O1)C(C1=CC=CC=C1C2=O)=O)([O-])[O-] mono[1-(4,9-dioxo-3a,4,9,9a-tetrahydro-naphtho[2,3-b]furan-2-yl)-vinyl] phosphate